[Na+].C1NCC2=CC(=CC=C12)S(=O)(=O)[O-] 1,3-dihydroisoindole-5-sulfonic acid sodium salt